1-chloro-1,3-dipropyl-1,3-disilacyclohexane Cl[Si]1(C[SiH](CCC1)CCC)CCC